6-Amino-pyridine-2-carboxylic acid (tetrahydro-pyran-4-yl)-amide O1CCC(CC1)NC(=O)C1=NC(=CC=C1)N